diethyl (bromo-difluoromethyl)phosphonate BrC(F)(F)P(OCC)(OCC)=O